C(C1=CC=CC=C1)C1SC2=CC3=CC(=CC=C3C=C2C=C1)CC1=CC=CC=C1 2,7-dibenzylthia-anthracene